4-fluoro-1-methyl-2-(4-(methylsulfonyl)phenyl)-1H-benzo[d]imidazole dihydrochloride Cl.Cl.FC1=CC=CC=2N(C(=NC21)C2=CC=C(C=C2)S(=O)(=O)C)C